C1(CCCCCC1)CC(=O)NC1=CC2=C(NC(=N2)CC2=CC(=CC=C2)O)C=C1 2-Cycloheptyl-N-[2-[(3-hydroxyphenyl)methyl]-1H-benzimidazol-5-yl]acetamide